2-amino-1-(3-aminophenyl)ethanediol NCC(O)(O)C1=CC(=CC=C1)N